FC1=C(C=CC=C1)C1=C2C(=NN1CC1=CC(=CC=C1)N1CCN(CC1)C)CN(C2)C (2-fluorophenyl)-5-methyl-2-(3-(4-methylpiperazin-1-yl)benzyl)-2,4,5,6-tetrahydropyrrolo[3,4-c]pyrazole